(E)-2-(4-isopropyl-3-methoxystyryl)pyridine C(C)(C)C1=C(C=C(/C=C/C2=NC=CC=C2)C=C1)OC